6-{2-[4-(6-fluoro-benzo[d]isoxazol-3-yl)-piperidin-1-yl]-ethyl}-2,5-dimethyl-6H-pyrazolo[1,5-c]pyrimidin-7-one FC1=CC2=C(C(=NO2)C2CCN(CC2)CCN2C(N3C(C=C2C)=CC(=N3)C)=O)C=C1